alpha-pentylphenylacetonitrile C(CCCC)C(C#N)C1=CC=CC=C1